C(=O)C1=C(OCC(=O)OCC)C=C(C=C1OC)OC ethyl 2-(2-formyl-3,5-dimethoxyphenoxy)acetate